[N+](=O)([O-])C1=C(C=C(C=C1)N1CCCC1)O 2-nitro-5-(pyrrolidin-1-yl)phenol